FC1=C(C=CC(=C1)S(=O)(=O)C)C1(NC(=C(C(=N1)N(C1=NN(C(=C1)C)CC1=CC=C(C=C1)OC)CC1=CC=C(C=C1)OC)OC)C1=NN(C=C1)C)N 2-(2-fluoro-4-(methylsulfonyl)phenyl)-5-methoxy-N4-(4-methoxybenzyl)-N4-(1-(4-methoxybenzyl)-5-methyl-1H-pyrazol-3-yl)-6-(1-methyl-1H-pyrazol-3-yl)pyrimidine-2,4-diamine